(4-((4-chloro-2-ethyl-7,9-difluoro-5H-pyrimido[5,4-b]indol-5-yl)methyl)benzyl)phosphonic acid ClC1=NC(=NC2=C1N(C=1C=C(C=C(C21)F)F)CC2=CC=C(CP(O)(O)=O)C=C2)CC